[Mg].[Na] sodium magnesium salt